5-(4-(trifluoromethyl)phenyl)-1,3,4-oxadiazol FC(C1=CC=C(C=C1)C1=NN=CO1)(F)F